CN1N=C(C=C1)C1=NC(=NC=C1)Cl 4-(1-methylpyrazol-3-yl)-2-chloropyrimidine